CC(CN1C(C=CC2=C1N=C(N=C2)N[C@@H](C)C2=CC=C(C(=O)N)C=C2)=O)(C)C 4-[(1S)-1-{[8-(2,2-dimethylpropyl)-7-oxo-pyrido[2,3-d]pyrimidin-2-yl]amino}ethyl]benzamide